C(C1=CC=CC=C1)OC(N([C@@H]1CC=2C=NC(=CC2OC1)Cl)CC1=CC=CC=C1)=O.NC1=C(C(=O)NC)C=C(C=C1C)C#N 2-amino-5-cyano-3-methyl-(N-methyl)benzamide Benzyl-(R)-benzyl(7-chloro-3,4-dihydro-2H-pyrano[3,2-c]pyridin-3-yl)carbamate